C[C@@]1(CC[C@H]([C@@H]2C3=C(O[C@H]21)C=C(C=C3O)CCCCC)C(=C)C)O (5aR,6S,9R,9aR)-6-Methyl-3-pentyl-9-(prop-1-en-2-yl)-5a,6,7,8,9,9a-hexahydrodibenzo[b,d]furan-1,6-Diol